C(C)(C)(C)OC(N(C=1C=NC=C(C1C)C=1C=C2C=C(N=CC2=C(C1F)Cl)NC1=NN2CS(CCC2=C1)(=O)=O)C(=O)OC(C)(C)C)=O N-tert-Butoxycarbonyl-N-[5-[8-chloro-3-[(6,6-dioxo-5,7-dihydro-4H-pyrazolo[1,5-c][1,3]thiazin-2-yl)amino]-7-fluoro-6-isoquinolinyl]-4-methyl-3-pyridinyl]carbamic acid tert-butyl ester